2-(triethylsiloxy)tetrahydrofuran C(C)[Si](OC1OCCC1)(CC)CC